FC=1C(=C(C=CC1)B1OC(C(O1)(C)C)(C)C)C(C)C 2-(3-fluoro-2-isopropylphenyl)-4,4,5,5-tetramethyl-1,3,2-dioxaborolan